heptane-1,7-diyl bis(8-methylnonanoate) CC(CCCCCCC(=O)OCCCCCCCOC(CCCCCCC(C)C)=O)C